hydroxy-4-keto-gamma-carotene OC[C@@]1(C)CCC(C(C)=C1\C=C\C(\C)=C\C=C\C(\C)=C\C=C\C=C(/C)\C=C\C=C(/C)\C=C\C=C(/C)\CCC=C(C)C)=O